ClC=1C(=NC(=NC1)N[C@@H]1C[C@H]2CO[C@@H]([C@H]1O)O2)C=2C=C1C(=C(C=NC1=C(C2)Cl)C(C)(C)O)C (1S,3R,4S,5R)-3-((5-chloro-4-(8-chloro-3-(2-hydroxypropan-2-yl)-4-methylquinolin-6-yl)pyrimidin-2-yl)amino)-6,8-dioxabicyclo[3.2.1]octan-4-ol